COC(=O)[C@H]1N(CC2=CC=C(C(=C2C1)OCC1=CC=CC=C1)OC)C=1OC2=C(N1)C=C(C=C2)F (S)-5-(benzyloxy)-2-(5-fluorobenzo[d]oxazol-2-yl)-6-methoxy-1,2,3,4-tetrahydroisoquinoline-3-carboxylic acid methyl ester